1,3-dihydro-8-methoxy-1,3,3-trimethyl-6-nitrospiro[2H-1-benzopyran-2,2-(2H)-indole] CC1(C2=CC=CC=C2N(C13C=CC4=C(O3)C(=CC(=C4)[N+](=O)[O-])OC)C)C